8-methoxy-6-oxo-oxooctanoic acid COCCC(CCCC(C(=O)O)=O)=O